1-((((2-(4'-Fluoro-2'-(4-methyl-4H-1,2,4-triazol-3-yl)-[1,1'-biphenyl]-3-yl)-7-(trifluoromethyl)benzo[d]oxazol-5-yl)methyl)amino)methyl)cyclopentan-1-ol FC1=CC(=C(C=C1)C1=CC(=CC=C1)C=1OC2=C(N1)C=C(C=C2C(F)(F)F)CNCC2(CCCC2)O)C2=NN=CN2C